[N+](=O)([O-])C=1C=C(C=CC1)/C(/CC=C)=N/O (E)-1-(3-nitrophenyl)but-3-en-1-one oxime